5-methoxy-3-indoleacetic acid COC=1C=C2C(=CNC2=CC1)CC(=O)O